2-(1-(4-((1S,2R)-6-hydroxy-2-phenyl-1,2,3,4-tetrahydronaphthalen-1-yl)phenyl)piperidin-4-yl)acetaldehyde OC=1C=C2CC[C@H]([C@H](C2=CC1)C1=CC=C(C=C1)N1CCC(CC1)CC=O)C1=CC=CC=C1